C(C1=CC=CC=C1)OC(=O)N1C(CCC1)CC(C(=O)O)C 3-(1-((benzyloxy)carbonyl)pyrrolidin-2-yl)-2-methylpropionic acid